BrC=1C=C(C=2N(C1)C(=NC2)C=2SC(=CN2)CO)Cl (2-(6-bromo-8-chloroimidazo[1,5-a]pyridin-3-yl)thiazol-5-yl)methanol